n-heneicosyl alcohol C(CCCCCCCCCCCCCCCCCCCC)O